3'-biotin C1[C@@H]2[C@H]([C@H](S1)CCCCC(=O)O)NC(=O)N2